N-[(S)-(4,4-Difluorocyclohexyl)-[6-[(1R)-1-(4,4,4-trifluorobutanoylamino)ethyl]-1H-benzimidazol-2-yl]methyl]-2-(2,2,2-trifluoroethyl)triazole-4-carboxamide FC1(CCC(CC1)[C@H](NC(=O)C1=NN(N=C1)CC(F)(F)F)C1=NC2=C(N1)C=C(C=C2)[C@@H](C)NC(CCC(F)(F)F)=O)F